O=C1NC(CCC1N1CC2=CC=C(C=C2C1)NC1CC(C1)OC1=CC=C(C=C1)C(C)(C)C1=CC=C(C=C1)OC=1C=NC(=NC1)C=1OC(=NN1)C)=O 2-(2,6-dioxopiperidin-3-yl)-5-(((1r,3r)-3-(4-(2-(4-((2-(5-Methyl-1,3,4-oxadiazol-2-yl)pyrimidin-5-yl)oxy)phenyl)propan-2-yl)phenoxy)cyclobutyl)amino)isoindoline